ClC1=CC=C(C=C1)C1=N[C@H](C=2N(C3=C1C(=C(S3)C)C)C(=NN2)C)CC(=O)NC2=CC=C(OCCOCCOCCOCCOCCOCCOCCC(=O)OC(C)(C)C)C=C2 tert-butyl (S)-1-(4-(2-(4-(4-chlorophenyl)-2,3,9-trimethyl-6H-thieno[3,2-f][1,2,4]triazolo[4,3-a][1,4]diazepin-6-yl)acetamido)phenoxy)-3,6,9,12,15,18-hexaoxahenicosan-21-oate